C(C=C)N(C(O)=O)C(C(=O)NC1=C(C=C(C(=C1)F)[Si](C)(C)C)F)C1=CC=C(C=C1)COC.ClC1=NC=C(C(=N1)C=1C=C2N=CC=NC2=CC1)F 6-(2-chloro-5-fluoropyrimidin-4-yl)quinoxaline Allyl-(2-((2,5-difluoro-4-(trimethylsilyl)phenyl)amino)-1-(4-(methoxymethyl)phenyl)-2-oxoethyl)carbamate